2-(6,6-difluoro-3-azabicyclo[3.1.0]hex-3-yl)-N-(8-methoxy-4-methyl-2-oxo-1H-quinolin-6-yl)-5,7-dihydrofuro[3,4-b]pyridine-3-carboxamide FC1(C2CN(CC12)C1=C(C=C2C(=N1)COC2)C(=O)NC=2C=C1C(=CC(NC1=C(C2)OC)=O)C)F